(R)-2-allyl-1-(7-ethyl-7-hydroxy-6,7-Dihydro-5H-cyclopenta[b]pyridin-2-yl)-6-((3-methoxy-4-((1-methylpiperidin-4-yl)oxy)phenyl)Amino)-1,2-dihydro-3H-pyrazolo[3,4-d]pyrimidin-3-one C(C=C)N1N(C2=NC(=NC=C2C1=O)NC1=CC(=C(C=C1)OC1CCN(CC1)C)OC)C1=CC=C2C(=N1)[C@@](CC2)(O)CC